ClC=1C(=NC(=C(C(=O)NC2=CC(=NC=C2)S(N)(=O)=O)C1C)N1CCC2(CC2)CC1)C 5-chloro-4,6-dimethyl-2-(6-azaspiro[2.5]oct-6-yl)-N-(2-sulfamoylpyridin-4-yl)nicotinamide